N-(2-(4-(2-(6-((1,4-dioxan-2-yl)methoxy)-4-hydroxy-3-methylpyridin-2-yl)ethyl)phenoxy)ethyl)-acetamide O1C(COCC1)COC1=CC(=C(C(=N1)CCC1=CC=C(OCCNC(C)=O)C=C1)C)O